6-(3-((tert-butoxycarbonyl)amino)phenoxy)-2'-chloro-5'-methoxy-[4,4'-bipyridine]-3-carboxylic acid C(C)(C)(C)OC(=O)NC=1C=C(OC2=CC(=C(C=N2)C(=O)O)C2=CC(=NC=C2OC)Cl)C=CC1